1-ethylbenzo[4,5]thieno[2,3-d]pyridazin-4(3H)-one C(C)C=1C2=C(C(NN1)=O)SC1=C2C=CC=C1